[Si]([O-])([O-])([O-])O.[Sm+3] samarium monosilicate